C1(CC1)C(C1=CC=2N(C=C1)C(=NN2)[C@@H]2C[C@@H](CCC2)NC(OC(C)(C)C)=O)O tert-butyl N-[(1R,3S)-3-[7-[cyclopropyl(hydroxy)methyl]-[1,2,4]triazolo[4,3-a]pyridin-3-yl]cyclohexyl]carbamate